1,3,5-tris(3,5-di-t-butyl-4-hydroxy-benzyl)-S-triazine-2,4,6(1H,3H,5H)trione C(C)(C)(C)C=1C=C(CN2C(N(C(N(C2=O)CC2=CC(=C(C(=C2)C(C)(C)C)O)C(C)(C)C)=O)CC2=CC(=C(C(=C2)C(C)(C)C)O)C(C)(C)C)=O)C=C(C1O)C(C)(C)C